silicon germanium-tin [Sn].[Ge].[Si]